(2R,3R)-methyl-phenylalanine CN[C@@H](CC1=CC=CC=C1)C(=O)O